((2R,4R,5S)-5-amino-4-fluorotetrahydro-2H-pyran-2-yl)((S)-1-(4-fluorophenyl)-3,4-dihydroisoquinolin-2(1H)-yl)methanone N[C@@H]1[C@@H](C[C@@H](OC1)C(=O)N1[C@H](C2=CC=CC=C2CC1)C1=CC=C(C=C1)F)F